FC1(CCN(CC1)C1=NC(=CC(=N1)C(CNC(C1=C(C=C(C=C1)I)N1CCC2(CC2)CC1)=O)=O)C)F N-(2-(2-(4,4-difluoropiperidin-1-yl)-6-methylpyrimidin-4-yl)-2-oxoethyl)-4-iodo-2-(6-azaspiro[2.5]octane-6-yl)benzamide